NC1=CC(=NC(=N1)C(F)F)NC1=CC(=C(C=N1)C=1C=NN(C1)CC(C)(O)C)OC 1-(4-(6-((6-amino-2-(difluoromethyl)pyrimidin-4-yl)amino)-4-methoxypyridin-3-yl)-1H-pyrazol-1-yl)-2-methylpropan-2-ol